1-(2,2-dimethylpropanoyloxy)ethyl 5-[[4-[[3-[1-(2,2-dimethylpropanoyloxy)ethoxycarbonyl]-4-hydroxy-phenyl]aminocarbonyl]-2,5-dihydroxy-benzoyl]amino]-2-hydroxybenzoate CC(C(=O)OC(C)OC(=O)C=1C=C(C=CC1O)NC(=O)C1=CC(=C(C(=O)NC=2C=CC(=C(C(=O)OC(C)OC(C(C)(C)C)=O)C2)O)C=C1O)O)(C)C